(S)-2-(phenylsulfonyl)-hexahydropyrrolo[1,2-a]pyrazin-6(2H)-one C1(=CC=CC=C1)S(=O)(=O)N1C[C@H]2N(CC1)C(CC2)=O